C1[C@H]([C@@H]([C@H]([C@@H](O1)O)O)O[C@H]2[C@@H]([C@H]([C@@H]([C@H](O2)CO)O)O)O)O The molecule is a glycosylxylose that is beta-D-xylopyranose in which the hydroxy group at position 3 has been converted into the corresponding beta-D-glucopyranoside. It is a beta-D-glucoside and a glycosylxylose.